(1R,3R)-2-(2,2-difluoroethyl)-1-[2,6-difluoro-4-[2-[3-(fluoromethyl)azetidin-1-yl]ethoxy]phenyl]-3-methyl-1,3,4,9-tetrahydropyrido[3,4-b]indole FC(CN1[C@@H](C=2NC3=CC=CC=C3C2C[C@H]1C)C1=C(C=C(C=C1F)OCCN1CC(C1)CF)F)F